(R)-tert-butyl (1-(7-amino-2-(2,2,2-trifluoroethoxy)quinazolin-4-yl)pyrrolidin-3-yl)carbamate NC1=CC=C2C(=NC(=NC2=C1)OCC(F)(F)F)N1C[C@@H](CC1)NC(OC(C)(C)C)=O